C(C)(C)NC1=NC(=NC(=N1)C1=CC=CC=C1)NC1=C(C=CC=C1)O (4-(isopropylamino)-6-phenyl-1,3,5-triazin-2-ylamino)phenol